N-(8-(4,4-difluoropiperidin-1-yl)imidazo[1,2-a]pyrazin-6-yl)-4-((3-hydroxypropyl)sulfonylamino)-2-(6-azaspiro[2.5]oct-6-yl)benzamide FC1(CCN(CC1)C=1C=2N(C=C(N1)NC(C1=C(C=C(C=C1)NS(=O)(=O)CCCO)N1CCC3(CC3)CC1)=O)C=CN2)F